ClC=1C(=NC(=NC1)C=1CCN(CC1)C1CN(CCC1)CCO)N[C@H](C)C1=C(C=C(C=C1)Cl)Cl 2-(3-(4-(5-chloro-4-(((R)-1-(2,4-dichlorophenyl)ethyl)amino)pyrimidin-2-yl)-3,6-dihydropyridin-1(2H)-yl)piperidin-1-yl)ethan-1-ol